C(C)(C)(C)OC(=O)N1C[C@@H](CC1)N1C2=NC=NC(=C2N(C1=O)C1=CC=C(C=C1)OC1=CC=CC=C1)N (R)-3-(6-amino-8-oxo-7-(4-phenoxyphenyl)-7,8-dihydro-9H-purin-9-yl)pyrrolidine-1-carboxylic acid tert-butyl ester